FC=1C=C(C=C(C1)F)CC=1C=C2C(=NNC2=CC1)NC(C1=CC=C(C=C1)CNCCCCCCCC(=O)N1CCN(CC1)C1=CC=C(C=C1)NC1C(NC(CC1)=O)=O)=O N-[5-[(3,5-difluorophenyl)methyl]-1H-indazol-3-yl]-4-[[[8-[4-[4-[(2,6-dioxo-3-piperidyl)amino]phenyl]piperazin-1-yl]-8-oxo-octyl]amino]methyl]benzamide